benzyl N-(3-[[(2S)-2-amino-4-(methylthio)butyl]dithio]-2-benzylpropanoyl)-L-phenylalaninate N[C@H](CSSCC(C(=O)N[C@@H](CC1=CC=CC=C1)C(=O)OCC1=CC=CC=C1)CC1=CC=CC=C1)CCSC